N-[(S)-1-(4-cyano-3-methoxyphenyl)ethyl]-4-(4,7-diaza-7-spiro[2.6]nonyl)-8-methoxy-6-methyl-1,7-diaza-3-naphthamide C(#N)C1=C(C=C(C=C1)[C@H](C)NC(=O)C=1C=NC2=C(N=C(C=C2C1N1CCNC2(CC2)CC1)C)OC)OC